1-hydroxypyrrolidin ON1CCCC1